5-bromo-N,2,3-trimethylbenzenesulfonamide BrC=1C=C(C(=C(C1)S(=O)(=O)NC)C)C